5,10,15,20-tetrakis(pentafluorophenyl)-21H,23H-porphine palladium(II) [Pd+2].FC1=C(C(=C(C(=C1C=1C2=CC=C(N2)C(=C2C=CC(C(=C3C=CC(=C(C=4C=CC1N4)C4=C(C(=C(C(=C4F)F)F)F)F)N3)C3=C(C(=C(C(=C3F)F)F)F)F)=N2)C2=C(C(=C(C(=C2F)F)F)F)F)F)F)F)F